C(C)(C)(C)N(C(O)=O)[C@@H]1C[C@@H](CCC1)C(NC1=NC=C(C(=C1)I)F)=O.BrC=1C=CC(=C(C1)C1(CC(C1)C(=O)OC)O)C(F)(F)F methyl 3-(5-bromo-2-(trifluoromethyl) phenyl)-3-hydroxycyclobutyl-carboxylate tert-butyl-((1S,3R)-3-((5-fluoro-4-iodopyridin-2-yl)carbamoyl)cyclohexyl)carbamate